methyl 5-[(N-tert-butoxycarbonyl-S-methyl-sulfonimidoyl)methyl]benzothiophene-2-carboxylate C(C)(C)(C)OC(=O)N=S(=O)(C)CC=1C=CC2=C(C=C(S2)C(=O)OC)C1